1,2,4-triazine-5-carboxamide N1=NC=NC(=C1)C(=O)N